trans-4-(trifluoromethyl)cyclohexyl L-alaninate N[C@@H](C)C(=O)O[C@@H]1CC[C@H](CC1)C(F)(F)F